methyl 4-[2-(tert-butoxycarbonylamino)-4-pyridyl]butanoate C(C)(C)(C)OC(=O)NC1=NC=CC(=C1)CCCC(=O)OC